ClC1=C(C=C(C=C1)C1=CC(=CC=C1)COC=1C=C2CN(C(C2=CC1)=O)C1C=CCC1)C(=O)O 4-chloro-3'-(((2-(cyclopent-2-en-1-yl)-1-oxoisoindolin-5-yl)oxy)methyl)-[1,1'-biphenyl]-3-carboxylic acid